racemic-mandelate C([C@H](O)C1=CC=CC=C1)(=O)[O-] |r|